CC=1C(=C(C(=NC1Cl)C1CC1)CBr)C(=O)O.C(C)(=O)SCCOP(=O)(O)CO[C@@H](CN1C2=NC=NC(=C2N=C1)N)C (R)-9-{2-[(acetylthioethyl)phosphomethoxy]propyl}adenine methyl-3-(bromomethyl)-6-chloro-2-cyclopropylpyridine-4-carboxylate